6,7-dimethoxy-2-methyl-N-[1-(quinolin-5-yl)ethyl]quinazolin-4-amine COC=1C=C2C(=NC(=NC2=CC1OC)C)NC(C)C1=C2C=CC=NC2=CC=C1